2'-fluoro-3-(4-fluoro-3-hydroxyphenoxy)-3'-hydroxy-[1,1'-biphenyl]-2-carbonitrile FC1=C(C=CC=C1O)C=1C(=C(C=CC1)OC1=CC(=C(C=C1)F)O)C#N